1,4,7,10-tetraazacyclotridecaneN N1=CCNCCNCCNCCC1